C123CCC(CC1OC3=O)C2 6-norbornanecarbolactone